CC(CCC)(O)C 1,1-dimethyl-butanol